5-fluoro-N-(4-methoxyphenyl)-2-(2-methyl-6-nitro-1H-benzimidazol-1-yl)pyrimidine FC=1C=NC(N(C1)C1=CC=C(C=C1)OC)N1C(=NC2=C1C=C(C=C2)[N+](=O)[O-])C